BrC1=CC(=NC(=C1)C)C 4-bromo-2,6-dimethyl-pyridine